2-(2H-chromenyl)-2-hydroxy-2-phenylacetic acid methyl ester COC(C(C1=CC=CC=C1)(O)C1OC2=CC=CC=C2C=C1)=O